BrC1=C2CNC(C2=CC=C1)=O 4-bromo-2,3-dihydroisoindol-1-one